N[C@@H]1CCC2=CC=CC=C12 R-1-aminoindan